N-(5-fluoropyridin-2-yl)-2-(2-(hydroxymethyl)-5-oxo-8-(trifluoromethyl)pyrazolo[1,5-a]pyrido[3,2-e]pyrimidin-4(5H)-yl)acetamide FC=1C=CC(=NC1)NC(CN1C=2N(C3=C(C1=O)C=CC(=N3)C(F)(F)F)N=C(C2)CO)=O